CCCCCCCCCC=CCCCC pentadec-10-ene